(S)-3-(1-hydroxy-prop-2-yl)-6-(5-methylpyrimidin-2-yl)-8-(pyridin-3-yl)pyrido[3,4-d]pyrimidin-4(3H)-one OC[C@H](C)N1C=NC2=C(C1=O)C=C(N=C2C=2C=NC=CC2)C2=NC=C(C=N2)C